FC(C(=O)[O-])(F)F.C[NH+](CCC)C N,N-dimethylpropan-1-aminium trifluoroacetate